FC(C1=NSC(=C1)NC(=O)NC1=CC(=NC=C1CO)F)F 1-[3-(difluoromethyl)-1,2-thiazol-5-yl]-3-[2-fluoro-5-(hydroxymethyl)pyridin-4-yl]urea